OCCOC1=C(C=CC=C1)C1CCC(CC1)C1=C(C=CC=C1)OCCO 1,4-bis{(2-hydroxyethoxy)phenyl}cyclohexane